(2S,4S)-(+)-2,4-bis(diphenylphosphino)pentane C1(=CC=CC=C1)P([C@@H](C)C[C@H](C)P(C1=CC=CC=C1)C1=CC=CC=C1)C1=CC=CC=C1